tert-Butyl 2-((dimethylamino)methylene)-3-oxobutanoate CN(C)C=C(C(=O)OC(C)(C)C)C(C)=O